CC1=CC=C(C=C1)[S@@](=O)N[C@@H](CC(=O)OCC)C1=CC(=CC=C1)C1=NC=CN=C1 ethyl (S)-3-((R)-4-methylphenylsulfinamido)-3-(3-(pyrazin-2-yl)phenyl)propanoate